FC=1C=C(C=C(C1C=1N=NN(C1)CC1=CC=C(C=C1)OC)F)NC(=O)C=1C(=NC(=NC1OCC1=CC=C(C=C1)OC)SC)OCC1=CC=C(C=C1)OC N-(3,5-difluoro-4-(1-(4-methoxybenzyl)-1H-1,2,3-triazol-4-yl)phenyl)-4,6-bis((4-methoxybenzyl)oxy)-2-(methylthio)pyrimidine-5-carboxamide